(3S)-3-(5-{3-[(benzyloxy)methyl]cyclobutyl}-3-methyl-2-oxo-1,3-benzodiazol-1-yl)-1-{[2-(trimethylsilyl)ethoxy]methyl}piperidine-2,6-dione C(C1=CC=CC=C1)OCC1CC(C1)C1=CC2=C(N(C(N2C)=O)[C@@H]2C(N(C(CC2)=O)COCC[Si](C)(C)C)=O)C=C1